ClC=1C=C(C(=NC1)C)S(=O)(=O)NC1=C(C(=C(C=C1)F)C=1C=CC=2N(C1)C=NC2C2=NC=C(N2)C)F 5-chloro-N-[2,4-difluoro-3-[1-(4-methyl-3H-imidazol-2-yl)imidazo[1,5-a]pyridin-6-yl]phenyl]-2-methylpyridine-3-sulfonamide